2-(4-chlorophenoxy)-N-(1-(2-(4-chlorophenoxy)acetyl)piperidin-3-yl)acetamide ClC1=CC=C(OCC(=O)NC2CN(CCC2)C(COC2=CC=C(C=C2)Cl)=O)C=C1